NC1=NC(=C(C=C1C=1C=C2CCNC(C2=CC1)=O)C1=CC=C(C=C1)C1N(CCCC1)CC(F)(F)F)F 6-(2-amino-6-fluoro-5-(4-(1-(2,2,2-trifluoroethyl)piperidin-2-yl)phenyl)pyridin-3-yl)-3,4-dihydroisoquinolin-1(2H)-one